C[C@@]12[C@H](CC[C@@]3([C@@H]1[C@@H]([C@]45[C@H]3CC[C@H](C4)C(=C)C5)C(=O)O)OC2=O)O The molecule is a C19-gibberellin, initially identified in Gibberella fujikuroi and differing from gibberellin A1 by the substitution of the OH at C-7 (gibbane numbering) by H. It has a role as a plant metabolite. It is a lactone, a gibberellin monocarboxylic acid and a C19-gibberellin. It is a conjugate acid of a gibberellin A4(1-).